N=1C=C(N2N=CC=CC21)NC(=O)C2=CC1=CN(N=C1C=C2OC)[C@H]2[C@@H](CC(CC2)N(C(C)=O)C)C N-(imidazo[1,2-b]pyridazin-3-yl)-6-methoxy-2-((1R,2R)-2-methyl-4-(N-methylacetamido)cyclohexyl)-2H-indazole-5-carboxamide